C(C)OC1=CC=C(C(=O)Cl)C=C1 4-Ethyloxybenzoyl chloride